C(CCCCC)NC(=O)[C@H]1CN(CCN1C(CCCCCCC)=O)CC1=CC=C(C(=O)O)C=C1 (R)-4-((3-(hexylcarbamoyl)-4-octanoylpiperazin-1-yl)methyl)benzoic acid